FC1=C(CN2C(N(N=C2)C2=CC=C(C=C2)CN2C(=NC(=C2)I)C)=O)C(=CC=C1)F 4-(2,6-difluorobenzyl)-2-(4-((4-iodo-2-methyl-1H-imidazol-1-yl)methyl)phenyl)-2,4-dihydro-3H-1,2,4-triazol-3-one